5,5'-(2-bromo-1,3-phenylene)bis(5H-benzo[b]carbazole) BrC1=C(C=CC=C1N1C2=CC=CC=C2C=2C=C3C(=CC12)C=CC=C3)N3C1=CC=CC=C1C=1C=C2C(=CC31)C=CC=C2